N-(4-chloropyridin-2-yl)cyclopropanecarboxamide ClC1=CC(=NC=C1)NC(=O)C1CC1